C1=CC=CC=2C=3C=CC=CC3C=3C(=C4NC5=CC=CC=C5C4=CC3)C12 phenanthro[9,10-a]Carbazole